3,6-dichlorobenzo[b]thiophene-2-carboxylic acid ClC=1C2=C(SC1C(=O)O)C=C(C=C2)Cl